tert-butyl 4-[3-[3-[(4-methoxyphenyl)methyl]-2,4-dioxo-hexahydropyrimidin-1-yl]pyrazolo[1,5-a]pyridin-6-yl]piperazine-1-carboxylate COC1=CC=C(C=C1)CN1C(N(CCC1=O)C=1C=NN2C1C=CC(=C2)N2CCN(CC2)C(=O)OC(C)(C)C)=O